6-chloro-3,4-diphenyl-isocoumarin methyl-N-methyl-N-((S)-1-((R)-1-tritylaziridine-2-carbonyl)pyrrolidine-3-carbonyl)-L-valinate COC([C@@H](N(C(=O)[C@@H]1CN(CC1)C(=O)C1[N@@](C1)C(C1=CC=CC=C1)(C1=CC=CC=C1)C1=CC=CC=C1)C)C(C)C)=O.ClC=1C=C2C(=C(OC(=O)C2=CC1)C1=CC=CC=C1)C1=CC=CC=C1